FC12CC(C1)(C2)CNCC=2NC1=CC(=CC=C1C2)CN2N=NC(=C2)C=2C=1N(C=CC2)C=NC1 ({3-fluorobicyclo[1.1.1]pentan-1-yl}methyl)({6-[(4-{imidazo[1,5-a]pyridin-8-yl}-1H-1,2,3-triazol-1-yl)methyl]-1H-indol-2-yl}methyl)amine